C(C)(=O)NCCCC(=O)N1C(CC(C1)F)C(=O)NC(C1=CC=C(C=C1)C(C)C)C1=CC=CC=C1 1-(4-acetamidobutanoyl)-4-fluoro-N-{phenyl[4-(propan-2-yl)phenyl]methyl}pyrrolidine-2-carboxamide